[Si](C1=CC=CC=C1)(C1=CC=CC=C1)(C(C)(C)C)OCC=1OC=2C(C1)=C(C=CC2)C(=O)OC Methyl 2-(((tert-butyldiphenylsilyl)oxy)methyl)benzofuran-4-carboxylate